tert-butyl (1R,4R)-5-(4-bromophenyl)-2,5-diazabicyclo[2.2.1]heptane-2-carboxylate BrC1=CC=C(C=C1)N1[C@H]2CN([C@@H](C1)C2)C(=O)OC(C)(C)C